N[C@@H]1C[C@@H](CC1)OC=1C(=C(C(=NC1)C)F)C1=CC(=NN1)NC=1N=CC(=NC1)C#N 5-((5-(5-(((1R,3S)-3-aminocyclopentyl)oxy)-3-fluoro-2-methylpyridin-4-yl)-1H-pyrazol-3-yl)amino)pyrazine-2-carbonitrile